C(C)(=O)C1=CN(C2=CC=C(C=C12)C1=CN=NC=C1)CC(=O)N1[C@@H](C[C@H](C1)F)C(=O)NCC1=CC(=CC=C1)Cl (2S,4R)-1-(2-(3-acetyl-5-(pyridazin-4-yl)-1H-indol-1-yl)acetyl)-N-(3-chlorobenzyl)-4-fluoropyrrolidine-2-carboxamide